Cl.N1CCC(CC1)C(=O)N1CC2(C1)CCC2 piperidin-4-yl(2-azaspiro[3.3]heptane-2-yl)methanone hydrochloride